OC(C(C)(C1=NC=C(C=N1)C)C)C1=CC=C(C=N1)NC(OC(C)(C)C)=O tert-butyl (6-(1-hydroxy-2-methyl-2-(5-methylpyrimidin-2-yl)propyl)pyridin-3-yl)carbamate